3-(2-Fluoro-4-(2-methoxypropan-2-yl)phenyl)thiophene FC1=C(C=CC(=C1)C(C)(C)OC)C1=CSC=C1